N-tert.-Butyl-4-[[2-(5-chloro-2-hydroxy-3-isopropylphenyl)acetyl]amino]pyridin C(C)(C)(C)N1CC=C(C=C1)NC(CC1=C(C(=CC(=C1)Cl)C(C)C)O)=O